CP(C1=C2N=CC=NC2=CC=C1NC=1C2=C(N=C(N1)NC=1C=C(C(=C3CCCOC13)N1CCN(CC1)C)C)NC=C2)(C)=O Dimethyl(6-((2-((6-methyl-5-(4-methylpiperazin-1-yl)chroman-8-yl)amino)-7H-pyrrolo[2,3-d]pyrimidin-4-yl)amino)quinoxalin-5-yl)phosphine oxide